dihydrobenzoxan O1CCCC2C1=CC=CC2